4-(4-ethoxyphenyl)-2,2-dimethyl-5-(p-tolyl)-2H-imidazole C(C)OC1=CC=C(C=C1)C1=NC(N=C1C1=CC=C(C=C1)C)(C)C